ClC1=CC=C(C=C1)C1=CN=C2N1N=C(C=C2)N2C[C@@H](O[C@@H](C2)C)C (2S,6R)-4-(3-(4-chlorophenyl)imidazo[1,2-b]pyridazin-6-yl)-2,6-dimethylmorpholine